4-(3-fluoro-2-nitro-anilino)piperidine-1-carboxylic acid tert-butyl ester C(C)(C)(C)OC(=O)N1CCC(CC1)NC1=C(C(=CC=C1)F)[N+](=O)[O-]